[Cl-].O water, chloride salt